OCC1=C(C=CC=C1)C1=CC=C2N(CC(NC2=C1)=O)C(C1=CC(=C(C(=C1)OC)OC)OC)=O 7-(2-(hydroxymethyl)phenyl)-4-(3,4,5-trimethoxybenzoyl)-3,4-dihydroquinoxalin-2(1H)-one